OC=1C(=C(C(=C2C(C(=C(OC12)C1=CC(=CC=C1)OC)OC)=O)OC)OC)OC hydroxy-3,5,6,7,3'-pentamethoxyl-flavone